2-(2-methylimidazo[1,2-b]pyridazin-6-yl)-7-[(3S)-3-methylpiperazin-1-yl]pyrido[1,2-a]pyrimidine CC=1N=C2N(N=C(C=C2)C=2N=C3N(CC2)C=C(C=C3)N3C[C@@H](NCC3)C)C1